2-[(4-bromo-2-fluorophenyl)oxy]-4-methylpyrimidine BrC1=CC(=C(C=C1)OC1=NC=CC(=N1)C)F